CC1=NN(C(=C1CCC(=O)N1CCN(CC1)CC1=CC(=CC=C1)C(F)(F)F)C)C=1C=CC=2N(N1)C(=NN2)C 3-(3,5-dimethyl-1-(3-methyl-[1,2,4]triazolo[4,3-b]pyridazin-6-yl)-1H-pyrazol-4-yl)-1-(4-(3-(trifluoromethyl)benzyl)piperazin-1-yl)propan-1-one